4-[4-fluoro-2-(2,2,2-trifluoroethoxy)phenyl]-2-[4-(1-hydroxycyclobutyl)phenyl]-2,3-dihydro-1H-pyrrolo[3,4-c]pyridin-1-one FC1=CC(=C(C=C1)C1=NC=CC2=C1CN(C2=O)C2=CC=C(C=C2)C2(CCC2)O)OCC(F)(F)F